C(C)(C)(C)OC(=O)N1[C@@H]2[C@@H]([C@@H](C[C@H]1CCC2)NC=2N=NC(=CN2)C2=C(C=C(C=C2)Br)OCOC)F (1S,2R,3R,5R)-3-((6-(4-bromo-2-(methoxymethoxy)phenyl)-1,2,4-triazin-3-yl)amino)-2-fluoro-9-azabicyclo[3.3.1]nonane-9-carboxylic acid tert-butyl ester